2-((6-bromopyridin-3-yl)oxy)-4-methylpyrimidine BrC1=CC=C(C=N1)OC1=NC=CC(=N1)C